calcium hydroxide salt [OH-].[Ca+2].[OH-]